FC=1C=C(CC2=CC(=NC=C2)N2N=C(C(=C2CO)C(=O)NC)C)C=C(C1)C(F)(F)F 1-(4-(3-Fluoro-5-(trifluoromethyl)benzyl)pyridin-2-yl)-5-(hydroxymethyl)-N,3-dimethyl-1H-pyrazol-4-carboxamid